rel-2-Methoxy-5-[[2-[(2R,5R)-5-methyl-2-[6-(methylamino)-3-pyridyl]-1-piperidyl]-2-oxo-acetyl]amino]pyridine-3-carboxamide COC1=NC=C(C=C1C(=O)N)NC(C(=O)N1[C@H](CC[C@H](C1)C)C=1C=NC(=CC1)NC)=O |o1:16,19|